Tert-butyl ((1S)-1-(4,4-difluorocyclohexyl)-2-((4-((R or S)-2-methoxy-1-((3R,5S)-2-oxo-5-(trifluoromethyl)pyrrolidin-3-yl)ethyl)pyridin-2-yl)amino)-2-oxoethyl)carbamate FC1(CCC(CC1)[C@@H](C(=O)NC1=NC=CC(=C1)[C@H](COC)[C@@H]1C(N[C@@H](C1)C(F)(F)F)=O)NC(OC(C)(C)C)=O)F |o1:17|